Cl.CNC(=O)C=1C=CC2=C(OC[C@@H]3N2CCNC3)N1 (R)-N-Methyl-1,2,3,4,4a,5-hexahydropyrazino[1,2-d]pyrido[2,3-b][1,4]oxazine-8-carboxamide hydrochloride